3-Hydroxy-5-(3-m-methoxyphenylisoxazol-5-yl)picolinoyl-glycine OC=1C(=NC=C(C1)C1=CC(=NO1)C1=CC(=CC=C1)OC)C(=O)NCC(=O)O